4-(Hexahydropyrrolo[1,2-a]pyrazin-2(1H)-yl)-N-(4-methylpent-2-yn-1-yl)-1H-benzo[d]imidazole-1-carboxamide C1C2N(CCN1C1=CC=CC=3N(C=NC31)C(=O)NCC#CC(C)C)CCC2